((S)-2-((methylamino)methyl)azetidin-1-yl)-2,7-naphthyridin-3-amine CNC[C@H]1N(CC1)C1=NC(=CC2=CC=NC=C12)N